C1=CC=C(C=C1)C[C@@H](C(=O)N[C@@H](CC2=CC=C(C=C2)O)C(=O)O)N The molecule is a dipeptide formed from L-phenylalanine and L-tyrosine residues. It has a role as a metabolite. It derives from a L-phenylalanine and a L-tyrosine.